N,N-dimethyl-1-(5-ethyl-3-methoxy-2-octyloxyphenyl)methanamine N-oxide C[N+](CC1=C(C(=CC(=C1)CC)OC)OCCCCCCCC)(C)[O-]